N=1C(=CN2C1C=CC=C2)N2C([C@H](N(CC2)C(C=C)=O)CCC2=CC=CC=C2)=O (3R)-1-imidazo[1,2-a]pyridin-2-yl-3-(2-phenylethyl)-4-prop-2-enoyl-piperazin-2-one